5-(diethylaminoformyl)thiophene-2-sulfonyl chloride C(C)N(CC)C(=O)C1=CC=C(S1)S(=O)(=O)Cl